C(C)(C)(C)C1=CC=C(C=N1)C=1C=C(C=CC1)N(C1=NC=2N(C3=CC(=CC=C13)Cl)C=NN2)C N-(3-(6-(tert-butyl)pyridin-3-yl)phenyl)-8-chloro-N-methyl-[1,2,4]triazolo[4,3-a]quinazolin-5-amine